(3S)-1-[3-[6-(2-Azaspiro[3.4]octan-2-yl)-3-pyridyl]azetidine-1-carbonyl]pyrrolidine-3-carboxamide C1N(CC12CCCC2)C2=CC=C(C=N2)C2CN(C2)C(=O)N2C[C@H](CC2)C(=O)N